CC1=C(C=CC(=C1)OC(F)(F)F)NC1=C(C(=O)OC)C=C(C=C1)C(F)(F)F methyl 2-((2-methyl-4-(trifluorometh-oxy)phenyl)amino)-5-(trifluoromethyl)-benzoate